3-Nitro-4-fluorophenol [N+](=O)([O-])C=1C=C(C=CC1F)O